CN(C1C(CCCC1)N)C N,N-dimethyl-1,2-cyclohexanediamine